ClC1=NC=CC(=C1)OC1=C(N=C(S1)C)C1=NC(=CC=C1)C 5-(2-chloropyridin-4-yloxy)-2-methyl-4-(6-methylpyridin-2-yl)thiazole